3-(1-(2-(2-hydroxyethyl)-5-methoxy-4-nitrophenyl)piperidin-4-yl)-1,3-oxazepin-2-one OCCC1=C(C=C(C(=C1)[N+](=O)[O-])OC)N1CCC(CC1)N1C(OC=CC=C1)=O